The molecule is an (omega-1)-hydroxy fatty acid ascaroside obtained by formal condensation of the (omega-1)-hydroxy group of (3R,21R)-3,21-dihydroxydocosanoic acid with ascarylopyranose (the alpha anomer). It is a metabolite of the nematode Caenorhabditis elegans. It has a role as a Caenorhabditis elegans metabolite. It is an (omega-1)-hydroxy fatty acid ascaroside, a 3-hydroxy carboxylic acid and a monocarboxylic acid. It derives from a (3R,21R)-3,21-dihydroxybehenic acid. C[C@H]1[C@@H](C[C@H]([C@@H](O1)O[C@H](C)CCCCCCCCCCCCCCCCC[C@H](CC(=O)O)O)O)O